FC(S(=O)(=O)C=1C=C(CN2CCC3(CN(C3)C(=O)N3CC4(C3)NC(COC4)=O)CC2)C=CC1)(F)F 2-[7-(3-trifluoromethanesulfonyl-benzyl)-2,7-diazaspiro[3.5]nonane-2-carbonyl]-8-oxa-2,5-diazaspiro[3.5]nonane-6-one